(S)-2-(2,5-difluoro-4-(6-((3-fluoro-5-(thiazol-5-ylethynyl)pyridin-2-yl)methoxy)pyridin-2-yl)benzyl)-4-fluoro-1-(oxetan-2-ylmethyl)-1H-benzo[d]imidazole-6-carboxylic acid FC1=C(CC2=NC3=C(N2C[C@H]2OCC2)C=C(C=C3F)C(=O)O)C=C(C(=C1)C1=NC(=CC=C1)OCC1=NC=C(C=C1F)C#CC1=CN=CS1)F